5-(2-fluorophenyl)-N-(5-{[(1S,2S)-2-hydroxycyclohexyl]carbamoyl}-2-methylphenyl)pyridine-3-carboxamide FC1=C(C=CC=C1)C=1C=C(C=NC1)C(=O)NC1=C(C=CC(=C1)C(N[C@@H]1[C@H](CCCC1)O)=O)C